(1r,4r)-1-(3-bromo-4-fluorobenzyl)-4-(methylsulfonamido)cyclohexane-1-carboxamide BrC=1C=C(CC2(CCC(CC2)NS(=O)(=O)C)C(=O)N)C=CC1F